N1N=C(C=C1)CNC(=O)C1=C(OC2=C1C=C(C=C2)OCC2=C(N=CS2)C)C N-((1H-pyrazol-3-yl)methyl)-2-methyl-5-((4-methylthiazol-5-yl)methoxy)benzofuran-3-carboxamide